2-chloro-N-(5-chloro-6-(2H-1,2,3-triazol-2-yl)pyridin-3-yl)-8-hydroxy-8-(trifluoromethyl)-7,8-dihydro-6H-pyrazolo[1,5-a]pyrrolo[2,3-e]pyrimidine-6-carboxamide ClC1=NN2C(N=CC3=C2C(CN3C(=O)NC=3C=NC(=C(C3)Cl)N3N=CC=N3)(C(F)(F)F)O)=C1